NCCNCCC[Si](OCCCC)(OCCCC)OCCCC N-(2-aminoethyl)-3-aminopropyltributoxysilane